[Zr].C(=CCCCCCCCCCC)C(C(=O)O)CC(=O)O dodecenylsuccinic acid zirconium